5-phenyl-1H-indene C1(=CC=CC=C1)C=1C=C2C=CCC2=CC1